C1(C=CC=C1)[Zr]C1(CC(C2CC=CC=C12)C)C (cyclopentadienyl)(1,3-dimethyl-tetrahydroindenyl)zirconium